C1=CC=C(C=C1)C2C(=O)NC(=O)N2 phenylhydantoin